tert-butyl (2-(2-(1-amino-2-hydroxybutan-2-yl)-6-(4-fluorophenyl)pyridin-4-yl)propan-2-yl)carbamate NCC(CC)(O)C1=NC(=CC(=C1)C(C)(C)NC(OC(C)(C)C)=O)C1=CC=C(C=C1)F